4-(7-fluoroimidazo[1,2-a]pyridin-3-yl)-7-((6-(2-oxopyrrolidin-1-yl)pyridin-2-yl)amino)isoindolin-1-one FC1=CC=2N(C=C1)C(=CN2)C2=C1CNC(C1=C(C=C2)NC2=NC(=CC=C2)N2C(CCC2)=O)=O